C(C)(C)(C)C(C1=CC=CC=C1)(S(=O)(=O)N)C(C1=CC=CC=C1)=O t-butylbenzoyl-toluenesulphonamide